CN1C(NC2=NC=C(C=C21)C(=O)NC2=CC=CC=C2)=O 1-Methyl-2-oxo-N-phenyl-3H-imidazo[4,5-b]pyridine-6-carboxamide